3-((4-((2-Ethyl-4-phenylthiazol-5-yl)oxy)pyrimidin-2-yl)amino)benzamide C(C)C=1SC(=C(N1)C1=CC=CC=C1)OC1=NC(=NC=C1)NC=1C=C(C(=O)N)C=CC1